N1=CC=C(C=C1)CNC(NC1=CC=C(C=C1)NS(=O)(=O)CC=1C=C(C=CC1)C)=O N-(4-(3-(pyridin-4-ylmethyl)ureido)phenyl)-1-(m-tolyl)methanesulfonamide